(3R,4S,6S)-6-(hydroxymethyl)tetrahydropyran-2,3,4-triol OC[C@@H]1C[C@@H]([C@H](C(O1)O)O)O